CC(C(C)(C)C)=O pinacolon